BrC1=CC(=C(OCC(=O)OC)C=C1F)C(=O)C1CCC1 Methyl 2-(4-bromo-2-(cyclobutanecarbonyl)-5-fluorophenoxy)acetate